N=1C=C(N2C1C=CC=C2)C2=NC=C(C1=C2CNC1=O)NC1=NC=C(C=C1)N1CCNCC1 4-imidazo[1,2-a]pyridin-3-yl-7-[(5-piperazin-1-yl-2-pyridyl)amino]-2,3-dihydropyrrolo[3,4-c]pyridin-1-one